tert-butyl (4S)-4-((tert-butylsulfinyl)amino)-2-chloro-4,6-dihydrospiro[cyclopenta[d]thiazole-5,4'-piperidine]-1'-carboxylate C(C)(C)(C)S(=O)N[C@@H]1C=2N=C(SC2CC12CCN(CC2)C(=O)OC(C)(C)C)Cl